[Pd].[Pd].C1(=CC=CC=C1)C=CC(C=CC1=CC=CC=C1)=O.C1(=CC=CC=C1)C=CC(C=CC1=CC=CC=C1)=O.C1(=CC=CC=C1)C=CC(C=CC1=CC=CC=C1)=O tris(1,5-diphenylpenta-1,4-dien-3-one) dipalladium